O1CCN(CC1)C1=CC(=CC(=N1)C=1C=NC(=NC1)N)OC1=C(C=CC=C1)C 5-(6-morpholino-4-(o-tolyloxy)pyridin-2-yl)pyrimidin-2-amine